OC1=CC=C2C(C(COC2=C1)C1=CC=CC=C1)C1=CC=C(C=C1)N1CCC(CC1)N1CCN(CC1)CC=1C=C(C=CC1)N1C(NC(CC1)=O)=O 1-(3-((4-(1-(4-(7-hydroxy-3-phenylchroman-4-yl)phenyl)piperidin-4-yl)piperazin-1-yl)methyl)phenyl)dihydropyrimidine-2,4(1H,3H)-dione